3-(5-methyl-1,3-thiazol-2-yl)-5-(oxetan-3-yloxy)-N-{(1R)-1-[2-(trifluoromethyl)pyrimidin-5-yl]ethyl}benzamide methyl-1-benzyl-2-oxo-2,3-dihydro-1H-1,3-benzodiazole-5-carboxylate COC(=O)C1=CC2=C(N(C(N2)=O)CC2=CC=CC=C2)C=C1.CC1=CN=C(S1)C=1C=C(C(=O)N[C@H](C)C=2C=NC(=NC2)C(F)(F)F)C=C(C1)OC1COC1